C1(=CC=CC2=CC=CC=C12)COC1=C(SC=C1)C(=O)NC=1C=NC=CC1 3-(naphthalene-1-ylmethoxy)-N-(pyridin-3-yl)thiophene-2-carboxamide